3-[(6-cyclohexyl-1,3-benzothiazol-2-yl)carbamoyl]bicyclo[2.2.1]hept-5-ene-2-carboxylic acid C1(CCCCC1)C1=CC2=C(N=C(S2)NC(=O)C2C(C3C=CC2C3)C(=O)O)C=C1